N1CCC(CC1)C1=CC=NC=C1C#N 4-piperidin-4-yl-nicotinonitrile